FC=1C(=C(C=CC1F)[C@H]1[C@@H](O[C@](C1)(CC(F)(F)F)C)C(=O)NC1=CC(=NC=C1)C(=O)N)OC (2R,3S,5R)-4-[[3-(3,4-Difluoro-2-methoxy-phenyl)-5-methyl-5-(2,2,2-trifluoroethyl)tetrahydrofuran-2-carbonyl]amino]pyridin-2-carboxamid